ClC=1N=C(NC1[C@H]1[C@H](CN(CC1)S(=O)(=O)C1=NN=C(S1)NC(C)=O)C)C1=NC=C(C=C1)F N-[5-[[(3R,4R)-4-[4-Chloro-2-(5-fluoro-2-pyridyl)-1H-imidazol-5-yl]-3-methyl-1-piperidyl]sulfonyl]-1,3,4-thiadiazol-2-yl]acetamide